4-[2-(4-Chloro-2-fluorophenyl)-1,3-benzodioxol-4-yl]piperidine-1-carboxylic acid tert-butyl ester C(C)(C)(C)OC(=O)N1CCC(CC1)C1=CC=CC=2OC(OC21)C2=C(C=C(C=C2)Cl)F